Ethyl (3s,4r)-4-(3-aminothiophen-2-yl)pyrrolidine-3-carboxylate NC1=C(SC=C1)[C@@H]1[C@@H](CNC1)C(=O)OCC